C(C)OC(=O)C1=C(N=CS1)I 4-iodothiazole-5-carboxylic acid ethyl ester